O=C1N(CCC(N1)=O)C=1C=C(C(=O)N2CCC(CC2)C2CCN(CC2)CC(=O)O)C=CC1OC 2-[4-[1-[3-(2,4-Dioxohexahydropyrimidin-1-yl)-4-methoxy-benzoyl]-4-piperidyl]-1-piperidyl]acetic acid